sodium (2S,2'S)-4,4'-(ethane-1,2-diylbis(disulfanediyl))bis(2-azidobutane-1-sulfinate) C(CSSCC[C@@H](CS(=O)[O-])N=[N+]=[N-])SSCC[C@@H](CS(=O)[O-])N=[N+]=[N-].[Na+].[Na+]